OC=1C(NC=NC1CN1C(N(C(C1)C1=CC=C(C=C1)C#CC1=CC=C(C=C1)CNC1CC(C1)O)C(C)C)=O)=O 5-hydroxy-6-((4-(4-((4-(((3-hydroxycyclobutyl)amino)methyl)phenyl)ethynyl)phenyl)-3-isopropyl-2-oxoimidazolidin-1-yl)methyl)pyrimidin-4(3H)-one